2,4-dihydroxy-4'-methoxybenzophenone OC1=C(C(=O)C2=CC=C(C=C2)OC)C=CC(=C1)O